2-({4-[3-(2,5-dichlorophenoxy)benzoyl]piperazin-1-yl}methyl)-1-{[(2S)-oxetan-2-yl]methyl}-1H-1,3-benzodiazole-6-carboxylic acid ClC1=C(OC=2C=C(C(=O)N3CCN(CC3)CC3=NC4=C(N3C[C@H]3OCC3)C=C(C=C4)C(=O)O)C=CC2)C=C(C=C1)Cl